BrC1=CC(=NC=C1)COC1=C(C=C(C#N)C=C1)F 4-((4-bromopyridin-2-yl)methoxy)-3-fluorobenzonitrile